(2,4-difluorophenyl)-2-(1H-1,2,4-triazol-1-yl)ethanone FC1=C(C=CC(=C1)F)C(CN1N=CN=C1)=O